sulfanyl-5-chloro-3H-quinazolin-4-one SC1=NC2=CC=CC(=C2C(N1)=O)Cl